(6-(tert-butyl)pyridine-2-yl)boronic acid C(C)(C)(C)C1=CC=CC(=N1)B(O)O